CS(=O)(=O)N1CCC2(CC(C2)N)CC1 7-(methylsulfonyl)-7-azaspiro[3.5]nonan-2-amine